1-(4-(3-fluoro-5-(trifluoromethyl)benzyl)pyridin-2-yl)-N,N-dimethyl-1H-pyrazole-3-carboxamide FC=1C=C(CC2=CC(=NC=C2)N2N=C(C=C2)C(=O)N(C)C)C=C(C1)C(F)(F)F